C12(CC(C1)C2)NC(CN2C(C(=CC=C2)NC([C@H](CCC(C(=O)NC)=O)NC(=O)C=2OC1=C(C2)C=CC(=C1)N(C)C)=O)=O)=O (S)-N1-(1-(2-(Bicyclo[1.1.1]pentan-1-ylamino)-2-oxoethyl)-2-oxo-1,2-dihydropyridin-3-yl)-2-(6-(dimethylamino)benzofuran-2-carboxamido)-N6-methyl-5-oxohexandiamid